[Br-].C(C)N1CCN(C2=CC(=CC=C12)/N=N/C=1N(C=C[N+]1CCCCNC(C(F)(F)F)=O)CCCCNC(C(F)(F)F)=O)CC (E)-2-((1,4-diethyl-1,2,3,4-tetrahydroquinoxalin-6-yl)diazenyl)-1,3-bis(4-(2,2,2-trifluoroacetamido)butyl)-1H-imidazol-3-ium bromide